C(C)(C)(C)C1N(C(=CCC1C)C1=CC(=CC=C1)S(NC)(=O)=O)C(=O)O.CN(C)OP(=O)(ON(C)C)OC1=CC=C(C[C@H](N)C(=O)O)C=C1 O-(bis-dimethylamino-phosphono)tyrosine tert-butyl-3-methyl-6-[3-(methylsulfamoyl)phenyl]-3,4-dihydro-2H-pyridine-1-carboxylate